methyl 2-(5-acetylpyrazin-2-yl)-2-methylpropanoate C(C)(=O)C=1N=CC(=NC1)C(C(=O)OC)(C)C